ClC1=CC=C(C(=N1)C1=C(C=NC=C1)F)NC(C)C=1C=2C3=C(N(C(C2C=C(C1)C)=O)C)N(N=C3)C3CN(CC3)C(C)C 9-(1-((6-chloro-3'-fluoro-[2,4'-bipyridin]-3-yl)amino)ethyl)-3-(1-isopropylpyrrolidin-3-yl)-4,7-dimethyl-3,4-dihydro-5H-pyrazolo[3,4-c]isoquinolin-5-one